C(C=CCCC)(=O)[O-] HEXENOATE